(R)-6-((1-cyclopropylpiperidin-3-yl)amino)-3-(4-hydroxybenzo[b]thiophen-5-yl)-4-methyl-1,2,4-triazine-5(4H)-one C1(CC1)N1C[C@@H](CCC1)NC=1C(N(C(=NN1)C1=C(C2=C(SC=C2)C=C1)O)C)=O